2-amino-7-cyclopentyl-4-((3-hydroxypropyl)amino)-7H-pyrrolo[2,3-d]pyrimidine-6-carboxylic acid benzyl ester C(C1=CC=CC=C1)OC(=O)C1=CC2=C(N=C(N=C2NCCCO)N)N1C1CCCC1